5-(2-(3-(benzyloxy)-4-nitrophenoxy)phenyl)thiazole C(C1=CC=CC=C1)OC=1C=C(OC2=C(C=CC=C2)C2=CN=CS2)C=CC1[N+](=O)[O-]